COC(CC(CC(=O)OC)C1=CC=C(C=C1)F)=O 3-(4-fluorophenyl)-glutaric acid dimethyl ester